nickel dibutyldithiocarbamate salt C(CCC)N(C([S-])=S)CCCC.[Ni+2].C(CCC)N(C([S-])=S)CCCC